(3S,5S)-tert-Butyl 3-((8-ethyl-6-(3-fluoro-4-(phenylmethylsulfonamido)phenyl)quinazolin-2-yl)amino)-5-fluoropiperidine-1-carboxylate C(C)C=1C=C(C=C2C=NC(=NC12)N[C@@H]1CN(C[C@H](C1)F)C(=O)OC(C)(C)C)C1=CC(=C(C=C1)NS(=O)(=O)CC1=CC=CC=C1)F